(R,S)-4-chloro-N-(1-((2-fluorobenzyl)amino)-1-oxopropan-2-yl)butanamide ClCCCC(=O)N[C@@H](C(=O)NCC1=C(C=CC=C1)F)C